2-((S)-3-carboxybutanoyl)-6-methoxy-3,4,7-trimethylisoindolin C(=O)(O)[C@H](CC(=O)N1CC2=C(C(=CC(=C2C1C)C)OC)C)C